ClC=1C=C(OC=2C=C3C=C(NC3=CC2)C(=O)NS(=O)(=O)C=2C=NC=CC2)C=CC1Cl 5-(3,4-dichlorophenoxy)-N-(pyridin-3-ylsulfonyl)-1H-indole-2-carboxamide